Potassium docosanate C(CCCCCCCCCCCCCCCCCCCCC)(=O)[O-].[K+]